tert-Butyl 3-(7-(thiazol-2-yl)-4-(2,2,2-trifluoro-1-(2-hydroxypropoxy)ethyl)benzo[d]oxazol-2-yl)-3,6-diazabicyclo[3.1.1]heptane-6-carboxylate S1C(=NC=C1)C1=CC=C(C=2N=C(OC21)N2CC1N(C(C2)C1)C(=O)OC(C)(C)C)C(C(F)(F)F)OCC(C)O